F[P-](F)(F)(F)(F)F.[Cl-].C[N+]1(CNCC1)C.C[N+]1(CNCC1)C dimethylimidazolidinium chloride hexafluorophosphate